N-[5-(5-cyano-6-pyrrolidin-1-ylpyridin-3-yl)-4-fluoro-2-[rac-(3R,5S)-3,4,5-trimethylpiperazin-1-yl]phenyl]-6-oxo-4-(trifluoromethyl)-1H-pyridine-3-carboxamide C(#N)C=1C=C(C=NC1N1CCCC1)C=1C(=CC(=C(C1)NC(=O)C1=CNC(C=C1C(F)(F)F)=O)N1C[C@H](N([C@H](C1)C)C)C)F |r|